ClC1(NC=NC=C1C(F)(F)F)N1N(C=CC1)O 2-(4-chloro-5-(trifluoromethyl)pyrimidin-4-yl)-1H-pyrazol-1-ol